FC(C1=CC=2C3CCNC(C2C=C1)C3)(F)F 4-(trifluoromethyl)-9-azatricyclo[6.3.1.02,7]dodeca-2(7),3,5-triene